22-methyltricosyl eicos-13-enoate C(CCCCCCCCCCCC=CCCCCCC)(=O)OCCCCCCCCCCCCCCCCCCCCCC(C)C